tert-butyl (S)-3-((5-(methylsulfonyl)-4,5,6,7-tetrahydrothiazolo[5,4-c]pyridin-2-yl)carbamoyl)-pyrrolidine-1-carboxylate CS(=O)(=O)N1CC2=C(CC1)N=C(S2)NC(=O)[C@@H]2CN(CC2)C(=O)OC(C)(C)C